C1(CCCC1)C1=NC(=C(C(N1C1=C(C=CC=C1OC)OC)=O)CC1=CC=C(C=C1)N1C(C=CC=C1)=O)O 2-cyclopentyl-3-(2,6-dimethoxyphenyl)-6-hydroxy-5-{[4-(2-oxo-1,2-dihydropyridin-1-yl)phenyl]methyl}-3,4-dihydropyrimidin-4-one